C(=O)O.NC=1C2=C(N=CN1)N(C(=C2C2=CC=C(C=C2)OC2=CC=CC=C2)C#CC2CN(CC2)C2CCN(CC2)C(C=C)=O)C 1-(4-(3-((4-amino-7-methyl-5-(4-phenoxyphenyl)-7H-pyrrolo[2,3-d]pyrimidin-6-yl)ethynyl)pyrrolidin-1-yl)piperidin-1-yl)prop-2-en-1-one formate